C(C)(C)(C)OC(=O)N1CCC(CC1)OC[C@@H]1N(CCC[C@@H]1C1=NN(C=C1C)COCC[Si](C)(C)C)C(=O)OC methyl (CIS)-2-(((1-(tert-butoxycarbonyl)piperidin-4-yl)oxy)methyl)-3-(4-methyl-1-((2-(trimethylsilyl)ethoxy)methyl)-1H-pyrazol-3-yl)piperidine-1-carboxylate